FC(C=1C=C(C=C(C1)C(F)(F)F)NC1=NS(C2=C1C=C(C=C2)C#N)(=O)=O)(F)F 3-((3,5-bis(trifluoromethyl)phenyl)amino)-5-cyano-benzo[d]isothiazole 1,1-dioxide